5-(benzo[d][1,3]dioxol-5-yl)-4-(4-fluoro-2-methylphenyl)-3-iSObutyl-4,5-dihydropyrrolo[3,4-c]pyrazol-6(1H)-one O1COC2=C1C=CC(=C2)N2C(C=1NN=C(C1C2C2=C(C=C(C=C2)F)C)CC(C)C)=O